di-t-butyldiphenylsulfonium C(C)(C)(C)C=1C(=C(C=CC1)[SH+]C1=CC=CC=C1)C(C)(C)C